C(CCCCCCC\C=C/CCCCCCCC)(=O)N oleoamide